1-[6-nitro-9-(2-ethylhexyl)carbazol-3-yl]-3-cyclohexyl-1,2-propanedione-1,2-dioxime [N+](=O)([O-])C=1C=C2C=3C=C(C=CC3N(C2=CC1)CC(CCCC)CC)C(C(CC1CCCCC1)=NO)=NO